4-(((1R,2S)-2-phenylcyclopropyl)amino)piperidin C1(=CC=CC=C1)[C@H]1[C@@H](C1)NC1CCNCC1